C(C1=CC=CC=C1)OC1=C(C=CC=C1OC)C(C=1C=C(C=CC1)NC(=O)C1=CC(=NN1C1=CC(=CC=C1)C#N)C(F)(F)F)O N-(3-((2-(benzyloxy)-3-methoxyphenyl)(hydroxy)methyl)phenyl)-1-(3-cyanophenyl)-3-(trifluoromethyl)-1H-pyrazole-5-carboxamide